4-methyl-11-(prop-2-yl)-11-azatricyclo[6.2.1.02,7]Undec-2,4,6-triene hydrochloride Cl.CC=1C=C2C3CCC(C2=CC1)N3C(C)C